ClC=1C=C(C=C(C1)Cl)C=1C2=C(N=CN1)C(=C(C=N2)NC(=O)[C@H]2CCOC1=CC=CC=C21)N(C)C (4S)-N-[4-(3,5-Dichlorophenyl)-8-(dimethylamino)pyrido[3,2-d]pyrimidin-7-yl]chroman-4-carboxamid